(S)-1-(3-fluoro-5-methyl-pyridin-2-yl)-3-(oxetan-3-yl)-4-(4-(trifluoromethyl)-benzyl)piperazine-2,5-dione FC=1C(=NC=C(C1)C)N1C([C@@H](N(C(C1)=O)CC1=CC=C(C=C1)C(F)(F)F)C1COC1)=O